FC(C1=CC=CC=2N1N=C(C2)[C@@H]2N(CCC1=C2N=CN1)C(=O)C=1OC(=NN1)C1=NC(=CC=C1)C)F (R)-(4-(7-(difluoromethyl)pyrazolo[1,5-a]pyridin-2-yl)-6,7-dihydro-1H-imidazo[4,5-c]pyridin-5(4H)-yl)(5-(6-methylpyridin-2-yl)-1,3,4-oxadiazol-2-yl)methanone